6'-fluoro[3,4-dihydro-2H-[1,4'-biquinoline]] FC=1C=C2C(=CC=NC2=CC1)N1CCCC2=CC=CC=C12